2-methyl-2-((2-(6-(3,4-dimethylphenethoxy)-1H-indol-1-yl)ethyl)amino)propane-1,3-diol CC(CO)(CO)NCCN1C=CC2=CC=C(C=C12)OCCC1=CC(=C(C=C1)C)C